[Si](C)(C)(C(C)(C)C)OC1=CC=C(C=C1)C1=C(C(=NO1)C)C(C)O 1-(5-(4-((tert-butyldimethylsilyl)oxy)phenyl)-3-methylisoxazol-4-yl)ethan-1-ol